BrC1=CC=C(C2=C1N(C(=N2)C)CC(=O)OC(C)(C)C)C(NC2C(NC(CC2)=O)=O)=O tert-Butyl 2-{7-bromo-4-[(2,6-dioxopiperidin-3-yl)carbamoyl]-2-methyl-1H-1,3-benzodiazol-1-yl}acetate